C1(CC1)C1=CCN(C1)C(=O)[O-] 4-cyclopropyl-2,5-dihydro-1H-pyrrole-1-carboxylate